2-amino-5-methyl-1,3-thiazole-4-thiol NC=1SC(=C(N1)S)C